4-nitrophenyl (2-((3-((tert-butyldiphenylsilyl)oxy)propyl)(methyl)amino)-3,3,3-trifluoropropyl)carbamate [Si](C1=CC=CC=C1)(C1=CC=CC=C1)(C(C)(C)C)OCCCN(C(CNC(OC1=CC=C(C=C1)[N+](=O)[O-])=O)C(F)(F)F)C